5-(3-(cyclobutyl-ethynyl)phenoxy)-1H-1,2,3-triazole-4-carboxylic acid C1(CCC1)C#CC=1C=C(OC2=C(N=NN2)C(=O)O)C=CC1